(2-(((2R,3S,4S,5R)-5-(6-chloro-4-(cyclopentylamino)-1H-pyrazolo[3,4-d]pyrimidin-1-yl)-3,4-dihydroxytetrahydro-2H-pyran-2-yl)methoxy)-1,3-dihydroxypropan-2-yl)phosphonic acid ClC1=NC(=C2C(=N1)N(N=C2)[C@H]2[C@@H]([C@@H]([C@H](OC2)COC(CO)(CO)P(O)(O)=O)O)O)NC2CCCC2